3-((3-bromo-5-fluorophenyl)-chloromethyl)-4-methyl-4H-1,2,4-triazole BrC=1C=C(C=C(C1)F)C(C1=NN=CN1C)Cl